FC1=C(C2=C(N=C1)N(C=C2)C)C(=O)O 5-fluoro-1-methyl-1H-pyrrolo[2,3-b]pyridine-4-carboxylic acid